C1CC[C@H]([C@@H](C1)N)N (1r,2r)-cyclohexanediamine